6-(2-chloro-6-fluorophenyl)-4-((4-(oxetan-3-yl)phenyl)amino)pyridazine-3-carboxylic acid methyl ester COC(=O)C=1N=NC(=CC1NC1=CC=C(C=C1)C1COC1)C1=C(C=CC=C1F)Cl